2-hydroxy-4-ethoxy-4'-tert-butoxybenzophenone OC1=C(C(=O)C2=CC=C(C=C2)OC(C)(C)C)C=CC(=C1)OCC